3-Fluoro-2-pentene-1,5-sultone FC1=CCS(=O)(=O)OCC1